C(C)(C)(C)OC(N(C)C=1C=NC(=CC1)\C=C\C1=CC=C(C=C1)O)=O (E)-(6-(4-Hydroxystyryl)pyridin-3-yl)(methyl)carbamic acid tert-butyl ester